tert-butyl (S)-3-((6-bromobenzo[d]thiazol-2-yl)carbamoyl)pyrrolidine-1-carboxylate BrC1=CC2=C(N=C(S2)NC(=O)[C@@H]2CN(CC2)C(=O)OC(C)(C)C)C=C1